CN1N=CC=C1C1N(CCCC1)C(C(=O)NC=1C=C(C=NC1)C(=O)N)=O 5-[[2-[2-(2-Methylpyrazol-3-yl)-1-piperidyl]-2-oxo-acetyl]amino]pyridine-3-carboxamide